N-((3S,4S)-4-(4-chlorophenyl)-1-(imidazo[1,5-a]pyridine-8-carbonyl)piperidin-3-yl)-1H-imidazole-2-carboxamide ClC1=CC=C(C=C1)[C@H]1[C@@H](CN(CC1)C(=O)C=1C=2N(C=CC1)C=NC2)NC(=O)C=2NC=CN2